FC=1C=C(C=CC1)C1=NCC(NC2=C1C=CC=C2C)=O (3S)-5-(3-fluorophenyl)-9-methyl-2-oxo-2,3-dihydro-1H-1,4-benzodiazepine